8-[4-(1-aminocyclobutyl)phenyl]-9-phenyl-[1,2,4]triazolo[3,4-f][1,6]naphthyridin-3(2H)-one dihydrochloride Cl.Cl.NC1(CCC1)C1=CC=C(C=C1)C1=NC=2C=CN3C(C2C=C1C1=CC=CC=C1)=NNC3=O